pentylphenyliodonium tetrakis[3,5-bis(trifluoromethyl)phenyl]borate FC(C=1C=C(C=C(C1)C(F)(F)F)[B-](C1=CC(=CC(=C1)C(F)(F)F)C(F)(F)F)(C1=CC(=CC(=C1)C(F)(F)F)C(F)(F)F)C1=CC(=CC(=C1)C(F)(F)F)C(F)(F)F)(F)F.C(CCCC)[I+]C1=CC=CC=C1